BrC=1C=C2C(=NC=NC2=CC1)NC1CCN(CC1)C1=CC=C(C=C1)OC 6-bromo-N-(1-(4-methoxyphenyl)piperidin-4-yl)quinazolin-4-amine